N-isopropyl-2-(3-(4-methoxyphenyl)-6-oxopyridazin-1(6H)-yl)acetamide C(C)(C)NC(CN1N=C(C=CC1=O)C1=CC=C(C=C1)OC)=O